2-chloro-5-fluoro-7-(1-methylcyclobutyl)imidazo[4,3-f][1,2,4]triazine ClC1=NN2C(C=N1)=C(N=C2C2(CCC2)C)F